1-((2-(2,6-Dioxopiperidin-3-yl)-1-oxoisoindolin-5-yl)methyl)-3-(4-(((1S,3R)-3-(hydroxymethyl)cyclopentyl)oxy)phenyl)urea O=C1NC(CCC1N1C(C2=CC=C(C=C2C1)CNC(=O)NC1=CC=C(C=C1)O[C@@H]1C[C@@H](CC1)CO)=O)=O